C1(CC1)S(=O)(=O)NC=1SC=C(N1)C(C(=O)NC1=CC=C(C=C1)C1=NC(=CN=C1)OCC)CCO 2-(2-(cyclopropanesulfonamido)thiazol-4-yl)-N-(4-(6-ethoxypyrazin-2-yl)phenyl)-4-hydroxybutanamide